D-Lactyl chloride C([C@H](O)C)(=O)Cl